COC(\C(\CC1CCOCC1)=N/NC1=NC=C(C=C1)C)OC (Z)-2-(2-(1,1-dimethoxy-3-(tetrahydro-2H-pyran-4-yl)prop-2-ylidene)hydrazino)-5-Methylpyridine